N-(4,4-dimethoxytetrahydropyran-3-ylidene)-2-methyl-propane-2-sulfinamide COC1(C(COCC1)=NS(=O)C(C)(C)C)OC